N[C@@H](CCC(=O)[O-])C(=O)[O-].[Cu+2] cupric glutamate